FC1=C(C(=C(C=C1OC)OC)F)C(=O)C1=CC=2C(=CN=C(C2)NC2=C(C=C(C=C2)N2CCN(CC2)CC)[N+](=O)[O-])N1CC1=CC=C(C=C1)OC (2,6-difluoro-3,5-dimethoxyphenyl)(5-(4-(4-ethylpiperazin-1-yl)-2-nitrophenylamino)-1-(4-methoxybenzyl)-1H-pyrrolo[2,3-c]pyridin-2-yl)methanone